C(C1=CC=CC=C1)N1C(=NC=2C1=NC=CC2)CCC(=O)N[C@H](C)C2=CC=CC=C2 3-(3-Benzyl-3H-imidazo[4,5-b]pyridin-2-yl)-N-((R)-1-phenyl-ethyl)-propionamide